(1R,3S)-3-(3-{[(3-methyl-1,2-oxazol-5-yl)acetyl]-amino}-1H-pyrazol-5-yl)-cyclopentyl (2S,5S)-2,5-dimethylpyrrolidine-1-carboxylate C[C@@H]1N([C@H](CC1)C)C(=O)O[C@H]1C[C@H](CC1)C1=CC(=NN1)NC(CC1=CC(=NO1)C)=O